3-Decoxy-2-(3-methylbutyl)-5-[(E)-2-phenylethenyl]phenol C(CCCCCCCCC)OC=1C(=C(C=C(C1)\C=C\C1=CC=CC=C1)O)CCC(C)C